tert-butyl (2-methyl-1-oxo-1-(4-((2-oxo-1-(4-(2-oxopropyl)-3-(trifluoromethyl)phenyl)-1,2-dihydropyrimidin-4-yl)carbamoyl)piperazin-1-yl)propan-2-yl)carbamate CC(C(N1CCN(CC1)C(NC1=NC(N(C=C1)C1=CC(=C(C=C1)CC(C)=O)C(F)(F)F)=O)=O)=O)(C)NC(OC(C)(C)C)=O